I(=O)(=O)(=O)O (s)-Periodic acid